N-[3-(azepan-1-yl)-4-[2-(hydroxymethyl)piperazine-1-carbonyl]phenyl]cyclopropanecarboxamide N1(CCCCCC1)C=1C=C(C=CC1C(=O)N1C(CNCC1)CO)NC(=O)C1CC1